C(#N)CCN1N=NC(=C1)C1=CC(=C(C(=O)N([C@H]2CN(CCC2)C(=O)OC(C)(C)C)C2=NC=CC3=CC=CC(=C23)C)C=C1)F tert-butyl (3R)-3-[[4-[1-(2-cyanoethyl)triazol-4-yl]-2-fluoro-benzoyl]-(8-methyl-1-isoquinolyl)amino]piperidine-1-carboxylate